NCC=1C2=CN(N=C2C=C(C1NC=1N(C(N(C(N1)=O)C1=CN=CC2=CC=CC(=C12)CCCCC(=O)O)=O)CC1=CC(=C(C(=C1)F)F)F)Cl)C 5-(4-(4-((4-(aminomethyl)-6-chloro-2-methyl-2H-indazol-5-yl)amino)-2,6-dioxo-3-(3,4,5-trifluorobenzyl)-3,6-dihydro-1,3,5-triazin-1(2H)-yl)isoquinolin-5-yl)pentanoic acid